tolylene dichloride CC=1C(=CC(=CC1)Cl)Cl